(3-fluorophenyl)-ethan-1-ol FC=1C=C(C=CC1)C(C)O